(S)-(1-(3-((6-cyano-5-(trifluoromethyl)pyridin-3-yl)amino)-2-hydroxy-2-methyl-3-oxopropyl)-1H-pyrazol-4-yl)carbamic acid tert-butyl ester C(C)(C)(C)OC(NC=1C=NN(C1)C[C@](C(=O)NC=1C=NC(=C(C1)C(F)(F)F)C#N)(C)O)=O